C(=C)C1=CC=C(CC2=CC=C(C(=O)C3=CC=C(C=C3)O)C=C2)C=C1 4-(4-vinylbenzyl)-4'-hydroxybenzophenone